Ethyl 6-(ethylamino)-2-(2-fluorophenyl)imidazo[1,2-b]pyridazine-3-carboxylate C(C)NC=1C=CC=2N(N1)C(=C(N2)C2=C(C=CC=C2)F)C(=O)OCC